2-(2,6-dichlorophenyl)-5-((6-(2-morpholino-2-oxoethyl)pyridin-3-yl)amino)-2H-1,2,3-triazole-4-carboxamide ClC1=C(C(=CC=C1)Cl)N1N=C(C(=N1)C(=O)N)NC=1C=NC(=CC1)CC(=O)N1CCOCC1